rac-4-chloro-2-{6-[cyclopropyl(hydroxy)methyl]pyridin-3-yl}-2,3-dihydro-1H-pyrrolo[3,4-c]pyridin-1-one ClC1=NC=CC2=C1CN(C2=O)C=2C=NC(=CC2)[C@H](O)C2CC2 |r|